FC(OC=1C=C2CCN3C(C2=CC1OC(F)F)=C\C(\N(C3=O)C3CC(C3)NC(=O)N)=N/C3=C(C=C(C=C3C)C)C)F 3-[(2E)-9,10-bis(difluoromethoxy)-4-oxo-2-[(2,4,6-trimethylphenyl)imino]-6H,7H-pyrimido[4,3-a]isoquinolin-3-yl]cyclobutylurea